3H-benzimidazole sodium salt [Na].N1=CNC2=C1C=CC=C2